(19R)-3-ethyl-16-fluoro-10,19-dimethyl-11,20-dioxa-3,4,9,23-tetraazapentacyclo[19.3.1.02,6.08,12.013,18]pentacosa-1(24),2(6),4,8(12),9,13,15,17,21(25),22-decaen-22-amine C(C)N1C=2C3=CN=C(C(O[C@@H](C4=CC(=CC=C4C=4OC(=NC4CC2C=N1)C)F)C)=C3)N